5-(3-chlorophenyl)-N-(4-cyano-2-fluoro-phenyl)-1H-pyrrole-3-sulfonamide ClC=1C=C(C=CC1)C1=CC(=CN1)S(=O)(=O)NC1=C(C=C(C=C1)C#N)F